C1C(CC2=CC=CC=C12)N 2,3-dihydro-1H-inden-2-yl-amine